FC(C=1C=CC(=NC1)O[C@@H]1[C@@H](CN(CC1)C1=CC(N(C=2C=CC(=NC12)C#N)C)=O)C)F 8-((3R,4S)-4-((5-(difluoromethyl)pyridin-2-yl)oxy)-3-methylpiperidin-1-yl)-5-methyl-6-oxo-5,6-dihydro-1,5-naphthyridine-2-carbonitrile